[(1R,5R)-2-[2,6-dimethoxy-4-(2-methyloctan-2-yl)phenyl]-6,6-dimethyl-4-bicyclo[3.1.1]hept-3-enyl]methanol COC1=C(C(=CC(=C1)C(C)(CCCCCC)C)OC)C1[C@@H]2C([C@H](C(=C1)CO)C2)(C)C